tetrasodium pyro-phosphate [O-]P([O-])(=O)OP(=O)([O-])[O-].[Na+].[Na+].[Na+].[Na+]